FC(C(C(C(F)(F)F)(F)F)(F)F)(S(=O)(=O)N)F.FC(C(C(C(F)(F)F)(F)F)(F)F)(S(=O)(=O)N)F.[Li] lithium bis(perfluorobutanesulfonamide)